BrC1=C(C(=CC2=C1C[C@](O2)(C2=CC=CC=C2)C2N(CC2)C(=O)OC(C)(C)C)F)Cl tert-butyl 2-((S)-4-bromo-5-chloro-6-fluoro-2-phenyl-2,3-dihydrobenzofuran-2-yl)azetidine-1-carboxylate